glycerol mono-linoleate C(CCCCCCC\C=C/C\C=C/CCCCC)(=O)OCC(O)CO